COC(C(\C(\C)=N/C(C)C1CCC2(OCCO2)CC1)C1=C(C=CC=C1)Br)=O (Z)-3-((1-(1,4-dioxaspiro[4.5]decan-8-yl)ethyl)imino)-2-(2-bromophenyl)butanoic acid methyl ester